N[C@H](C(=O)O)CC1=CC=C(C=C1)N(CCCl)CCCl (2S)-2-amino-3-{4-[bis(2-chloroethyl)amino]phenyl}propanoic acid